FC(C(C(F)(F)F)O[11C](=O)N1CC(C1)C1=NN(C=C1)CC1=CC=CC=C1)(F)F 1,1,1,3,3,3-hexafluoropropan-2-yl-3-(1-benzyl-1H-pyrazol-3-yl)azetidine-1-[11C]carboxylate